6-bromo-3-iodo-2-methylindazole-4-carbonitrile BrC=1C=C(C2=C(N(N=C2C1)C)I)C#N